CC1=NC=2N(CN=CN2)C(=C1)O 8-methyl-4H-pyrimido[1,2-a][1,3,5]triazin-6-ol